5-Methyl-4-thia-2,12-diazatricyclo[7.3.0.03,7]dodeca-1(9),2,5,7-tetraene-8-ol CC=1SC2=NC=3NCCC3C(=C2C1)O